(R)-1-(2,7-dichloro-8-fluoropyrido[4,3-d]pyrimidine-4-yl)-3-methylpiperidin-3-ol ClC=1N=C(C2=C(N1)C(=C(N=C2)Cl)F)N2C[C@@](CCC2)(O)C